2-N-(2-((1r,4r)-4-Formylcyclohexyl)-6-methoxy-2H-pyrazolo[3,4-b]pyridin-5-yl)-6-(trifluoromethyl)picolinamide C(=O)C1CCC(CC1)N1N=C2N=C(C(=CC2=C1)NC(C1=NC(=CC=C1)C(F)(F)F)=O)OC